C(CCCCCC)[N+]1=CSC=C1C N-heptyl-4-methylthiazolium